ClC1=CC=C(C=C1)S(=O)(=O)N1CCC(CC1)N1N=C2N(C1=O)[C@@H](CC2)C2=CC=CC=C2 (5S)-2-{1-[(4-chlorophenyl)sulfonyl]piperidin-4-yl}-5-phenyl-2,5,6,7-tetrahydro-3H-pyrrolo[2,1-c][1,2,4]triazol-3-one